OCCC=1C(=C(C(=O)O)C=CC1C(=O)O)CCO bis(2-hydroxyethyl)terephthalic acid